benzyl (3R,5S)-3-((5-(2-formylhydrazine-1-carbonyl)-1-((2-(trimethylsilyl)ethoxy)methyl)-1H-pyrrolo[2,3-b]pyridin-4-yl)amino)-5-methylpiperidine-1-carboxylate C(=O)NNC(=O)C=1C(=C2C(=NC1)N(C=C2)COCC[Si](C)(C)C)N[C@H]2CN(C[C@H](C2)C)C(=O)OCC2=CC=CC=C2